N=S(=O)(C1=CC=CC=C1)C imino(methyl)(phenyl)-lambda6-sulfanone